2-[[6-chloro-3-(1-methyl-4-piperidinyl)-4-quinolinyl]amino]benzoic acid ClC=1C=C2C(=C(C=NC2=CC1)C1CCN(CC1)C)NC1=C(C(=O)O)C=CC=C1